13,17-dimethyloleoyl-CoA CC(CC\C=C/CCCCCCCC(=O)SCCNC(CCNC([C@@H](C(COP(OP(OC[C@@H]1[C@H]([C@H]([C@@H](O1)N1C=NC=2C(N)=NC=NC12)O)OP(=O)(O)O)(=O)O)(=O)O)(C)C)O)=O)=O)CCCC(C)C